C1(CCCCC1)NC(OC1=CC(=CC=C1)C=1C=NC=C(C1)C1=NC=NN1)=O 3-(5-(1H-1,2,4-triazol-5-yl)pyridin-3-yl)phenyl cyclohexylcarbamate